trifluoroacetyl-diazomethane FC(C(=O)C=[N+]=[N-])(F)F